4-methylpropanothiophene CC=1C2=C(SC1)CCC2